FC1=CC=C(C=N1)C=1C=C(C=CC1)[C@H](C)NC(C=CC1=CC=CC=C1)=O (S)-N-{1-[3-(6-Fluoro-pyridin-3-yl)-phenyl]-ethyl}-3-phenyl-acrylamide